4-Cyclopropyl-5-fluoro-2-(3-(3-((4-methyl-4H-1,2,4-triazol-3-yl)methyl)oxetan-3-yl)phenyl)isoindolin-1-one C1(CC1)C1=C2CN(C(C2=CC=C1F)=O)C1=CC(=CC=C1)C1(COC1)CC1=NN=CN1C